Cl.Cl.N1(CCC(CC1)C1CCC=2N(C1)C=C(N2)C2=CC(=C(C=C2)OC)OC)C2CCNCC2 6-([1,4'-bipiperidin]-4-yl)-2-(3,4-dimethoxyphenyl)-5,6,7,8-tetrahydroimidazo[1,2-a]pyridine dihydrochloride